2,4,5-trifluoro-phenylacetyl acetate C(C)(=O)OC(CC1=C(C=C(C(=C1)F)F)F)=O